4-chloro-5-fluoro-1H-indene ClC1=C2C=CCC2=CC=C1F